ClC=1C(=C(C(NN1)=O)C)C 6-chloro-4,5-dimethylpyridazin-3(2H)-one